FC=1C(=C(C=C(C1)C)O)I 3-Fluoro-2-iodo-5-methylphenol